CC(CC1CCC(CC1)C(=O)O)C1CCC(CC1)C(=O)O 4,4'-(1-methylethylene)dicyclohexanoic acid